3',5-di-2-propenyl-1,1'-biphenyl-2,4'-diol C(C=C)C=1C=C(C=CC1O)C=1C(=CC=C(C1)CC=C)O